N1C=CC2=CC=C(C=C12)N1CCN(CC1)C1=CC2=C(SCC(N2CC2=CC=CC=C2)=O)C=C1 6-(4-(1H-indol-6-yl)piperazin-1-yl)-4-benzyl-2H-benzo[b][1,4]thiazin-3(4H)-one